(1H-benzo[D][1,2,3]triazol-1-yl)(4-nitro-1H-pyrazol-3-yl)methanone N1(N=NC2=C1C=CC=C2)C(=O)C2=NNC=C2[N+](=O)[O-]